ONC(C1=CC=C(C=C1)CN1CCN(CC1)C(=O)C=1NC2=CC=C(C=C2C1)OC)=O N-hydroxy-4-((4-(5-methoxy-1H-indole-2-carbonyl)piperazin-1-yl)methyl)benzamide